FC=1C(=CC=2C3=C(NC(C2C1)=O)COCC3N(C(=O)C=3C=CN1C=CC=CC31)C)F N-(8,9-difluoro-6-oxo-1,4,5,6-tetrahydro-2H-pyrano[3,4-c]isoquinolin-1-yl)-N-methylindolizine-1-carboxamide